helioxanthin [HeH]C1=NC=2NC(NC(C2N1)=O)=O